3,4-dihydro-2H-pyrano[2,3-b]pyridine-6-carboxylic acid methyl ester COC(=O)C=1C=C2C(=NC1)OCCC2